C(CCCCCCCCCCC)C(CN(CCCCCCCCCCCC)CCCCCCCCCCCC)N 1,N2,N2-tridodecylethane-1,2-diamine